6-Naphthol C1=CC=CC2=CC(=CC=C12)O